(Z)-5-(2-hydroxy-3-(2-(3-methyl-5-oxo-1-(5,6,7,8-tetraHydronaphthalene-2-yl)-1H-pyrazole-4(5H)-ylidene)hydrazino)phenyl)furan-2-carboxylic acid OC1=C(C=CC=C1N\N=C/1\C(=NN(C1=O)C1=CC=2CCCCC2C=C1)C)C1=CC=C(O1)C(=O)O